7-cyano-5-methylsulfonyl-4-oxo-1-[4-(trifluoromethoxy)phenyl]cinnoline-3-carboxylic acid C(#N)C1=CC(=C2C(C(=NN(C2=C1)C1=CC=C(C=C1)OC(F)(F)F)C(=O)O)=O)S(=O)(=O)C